ClC1=C(C=C(C=C1)CCO)O 2-chloro-5-(2-hydroxyethyl)phenol